3-trimethoxysilyl-N-(3-trimethoxysilylpropyl)propan-1-amine CO[Si](CCCNCCC[Si](OC)(OC)OC)(OC)OC